2-(2-bromothien-3-yl)acetic acid ethyl ester C(C)OC(CC1=C(SC=C1)Br)=O